4,6-dimethyl-coumaric acid CC1(CC=C(/C=C/C(=O)O)C(=C1)C)O